2-bromo-5-methoxy-4-((tetrahydrofuran-3-yl)oxy)benzaldehyde BrC1=C(C=O)C=C(C(=C1)OC1COCC1)OC